1-bromo-2-fluoro-4-methyl-3-(3,4,4-trifluoro-4-(4-fluorophenyl)butoxy)benzene BrC1=C(C(=C(C=C1)C)OCCC(C(C1=CC=C(C=C1)F)(F)F)F)F